7-Bromo-3-butyl-5-(4-fluorophenyl)-8-methoxy-2,3,4,5-tetrahydro-1,2,5-benzothiadiazepine 1,1-dioxide BrC=1C(=CC2=C(N(CC(NS2(=O)=O)CCCC)C2=CC=C(C=C2)F)C1)OC